ClC=1C(NN=CC1N1CC=2N=CN=C(C2CC1)OC1=C(C=C(C=C1)F)C(F)(F)F)=O 4-chloro-5-[4-[4-fluoro-2-(trifluoromethyl)phenoxy]-5H,6H,7H,8H-pyrido[3,4-d]pyrimidin-7-yl]-2,3-dihydropyridazin-3-one